2-(3-cyanophenyl)-N-(3-(diethylamino)propyl)benzo[d]imidazo[2,1-b]thiazole C(#N)C=1C=C(C=CC1)C=1N(C2SC3=C(N2C1)C=CC=C3)CCCN(CC)CC